1-(2-((7-chloronaphthalen-1-yl)oxy)ethyl)piperidine ClC1=CC=C2C=CC=C(C2=C1)OCCN1CCCCC1